CC1(C(C(C1O)(C)C)O)C Tetramethyl-1,3-cyclobutanediol